4-(pyrazin-2-yl-methyl)quinazoline-2,4-diamine N1=C(C=NC=C1)CC1(NC(=NC2=CC=CC=C12)N)N